C12C(C3CC(CC(C1)C3)C2)NCCCCNC2=C3C(N(C(=NC3=CC=C2)C)C2C(NC(CC2)=O)=O)=O 3-(5-((4-(((1r,3r,5r,7r)-adamantan-2-yl)amino)butyl)amino)-2-methyl-4-oxoquinazolin-3(4H)-yl)piperidine-2,6-dione